9,9',9''-(4-(4-(pyridin-2-yl)phenyl)pyridine-2,3,5-triyl)tris(3,6-diphenyl-9H-carbazole) N1=C(C=CC=C1)C1=CC=C(C=C1)C1=C(C(=NC=C1N1C2=CC=C(C=C2C=2C=C(C=CC12)C1=CC=CC=C1)C1=CC=CC=C1)N1C2=CC=C(C=C2C=2C=C(C=CC12)C1=CC=CC=C1)C1=CC=CC=C1)N1C2=CC=C(C=C2C=2C=C(C=CC12)C1=CC=CC=C1)C1=CC=CC=C1